N-fluorenylmethoxycarbonyl-3(S)-aminobutyric acid C1(=CC=CC=2C3=CC=CC=C3CC12)COC(=O)N[C@H](CC(=O)O)C